siloxane-urethane C(=O)(N)O[Si]O